C(CCCCCCCCCCCCCCCCCC)C1=CN=CN1CCCCCCCCCCCCCCCCCC 5-nonadecyl-1-octadecylimidazole